C1(=CC=CC=C1)C=1C2=CC=C(N2)C(=C2C=CC(C(=C3C=CC(=C(C=4C=CC1N4)C4=CC=CC=C4)N3)C3=CC=CC=C3)=N2)C2=CC=CC=C2.[Fe+3] iron (III) 5,10,15,20-tetraphenyl-porphyrin